4-benzyl-1-((2,4-dimethoxyphenyl)sulfonyl)-6-methoxy-1,2,3,4-tetrahydroquinoxaline C(C1=CC=CC=C1)N1CCN(C2=CC=C(C=C12)OC)S(=O)(=O)C1=C(C=C(C=C1)OC)OC